FC1=C(C=CC(=C1)C=1N=NN(N1)CC1CCOCC1)S(=O)(=O)NCCO 2-fluoro-N-(2-hydroxyethyl)-4-(2-((tetrahydro-2H-pyran-4-yl)methyl)-2H-tetrazol-5-yl)benzenesulfonamide